FC(OC1=CC(=NN1)NC1=NC(=CN=C1)O[C@@H]1[C@H]([C@H]2CC[C@@H](C1)N2)C)F N-(5-(difluoromethoxy)-1H-pyrazol-3-yl)-6-(((1R,2S,3S,5S)-2-methyl-8-azabicyclo[3.2.1]octan-3-yl)oxy)pyrazin-2-amine